Tripropoxy-silan C(CC)O[SiH](OCCC)OCCC